C1(C=CCCC1)C=1SC=CN1 (E)-2-(2-cyclohexenyl)thiazole